CC=1C(=C(C=CC1)[SiH3])C(=C)C 3-methyl-(isopropenylphenyl)silane